ClC1=C2C(=NC(=N1)Cl)N(N=C2C)C(C)C 4,6-dichloro-3-methyl-1-(propan-2-yl)-1H-pyrazolo[3,4-d]pyrimidine